N-(4-(2,5-difluoro-4-(2-(2-oxoindolin-3-yl)acetamido)phenoxy)pyridin-2-yl)cyclopropanecarboxylic amide FC1=C(OC2=CC(=NC=C2)NC(=O)C2CC2)C=C(C(=C1)NC(CC1C(NC2=CC=CC=C12)=O)=O)F